(4-(3-(4-methoxyphenyl)-1,2,4-oxadiazol-5-yl)piperazin-1-yl)(piperidin-3-yl)methanone COC1=CC=C(C=C1)C1=NOC(=N1)N1CCN(CC1)C(=O)C1CNCCC1